N-((3S,4S)-1-(imidazo[1,5-a]pyridine-8-carbonyl)-4-phenylpiperidin-3-yl)-1H-benzo[d]imidazole-2-carboxamide C=1N=CN2C1C(=CC=C2)C(=O)N2C[C@H]([C@@H](CC2)C2=CC=CC=C2)NC(=O)C2=NC1=C(N2)C=CC=C1